C(=O)C(C(O)(CCCCCC)CC)(O)CO formyl-ethylhexyl-glycerol